4-(bromoacetyl)-N-methyl-benzamide BrCC(=O)C1=CC=C(C(=O)NC)C=C1